CC=1OC(=C(N1)C1=CC=CC=C1)B(O)O (2-methyl-4-phenyloxazol-5-yl)boronic acid